COC=1C=C(C=CC1)C1=NN2C(=NC=3C=CC=CC3C2=N1)N[C@@H](C(=O)N)C1=CC=CC=C1 (2R)-2-{[2-(3-methoxyphenyl)[1,2,4]triazolo[1,5-c]quinazolin-5-yl]amino}-2-phenylacetamide